ClC1=NC=C(C(=N1)N[C@H](C)CCOC=1C(=NN(C1[N+](=O)[O-])C)C)C(F)(F)F |r| (R)- and (S)-2-chloro-N-(4-((1,3-dimethyl-5-nitro-1H-pyrazol-4-yl)oxy)butan-2-yl)-5-(trifluoromethyl)pyrimidin-4-amine